3-[2-(methoxymethyl)-4-pyridyl]-1,2,4-thiadiazole COCC1=NC=CC(=C1)C1=NSC=N1